sodium 2,3,4,5,6-pentafluorobenzoate FC1=C(C(=O)[O-])C(=C(C(=C1F)F)F)F.[Na+]